(2-(2-methoxyethoxy) ethyl) (4-nitrophenyl) carbonate C(OCCOCCOC)(OC1=CC=C(C=C1)[N+](=O)[O-])=O